Cl.BrC=1C(=CC(=C(C1)NN)F)F 5-bromo-2,4-difluorophenylhydrazine hydrochloride